Cl.NC[C@@H](C(C)C)S(=O)(=O)N (R)-(1-amino-3-methylbutan-2-yl)sulfonamide hydrochloride